N-[4-(4-methylpiperazin-1-yl)phenyl]-7-(3-phenylpropoxy)-5-[2-(triisopropylsilyl)ethynyl]pyrido[2,3-d]pyrimidin-2-amine CN1CCN(CC1)C1=CC=C(C=C1)NC=1N=CC2=C(N1)N=C(C=C2C#C[Si](C(C)C)(C(C)C)C(C)C)OCCCC2=CC=CC=C2